1-[N,N-bis(2-hydroxyethyl)amino]Propan-2-ol OCCN(CCO)CC(C)O